C(C)(=O)C1=NN(C=2C=C3C(=CC12)C1=C(C=CC3)N=C(N=C1)C)CC(=O)N(C)[C@H](C(=O)NC1=NC(=CC=C1C)Br)C (S)-2-(2-(11-acetyl-3-methylpyrimidino[4',5':6,7]cyclohepta[1,2-f]indazol-9(7H)-yl)-N-methylacetamido)-N-(6-bromo-3-methylpyridin-2-yl)propionamide